C[C@@H]1CN(C[C@@H](N1)C)C=1C=CC=2C(=NC=CN2)N1 (3R,5S)-3,5-dimethyl-1-{pyrido[2,3-b]pyrazin-6-yl}piperazine